2-((1r,6r)-6-aminocyclohex-3-en-1-yl)-5-chloro-3-iodo-N-(thiophen-2-ylmethyl)thieno[3,2-b]pyridin-7-amine formate salt C(=O)O.N[C@@H]1CC=CC[C@H]1C1=C(C2=NC(=CC(=C2S1)NCC=1SC=CC1)Cl)I